C1(\C(\C)=C/C(=O)O1)=O citraconic acid, (anhydride)